6-chloro-3-(methylsulfamoyl)pyridine-2-carboxylic acid ClC1=CC=C(C(=N1)C(=O)O)S(NC)(=O)=O